1-methyl-3-(N-ethyl-2-trifluoromethylindol-3-yl)quinoxalin-2(1H)-one CN1C(C(=NC2=CC=CC=C12)C1=C(N(C2=CC=CC=C12)CC)C(F)(F)F)=O